(2S,3S)-3-acetoxy-1-(7,8-dichloro-4-(1H-imidazol-1-yl)quinolin-2-yl)pyrrolidine C(C)(=O)O[C@@H]1CN(CC1)C1=NC2=C(C(=CC=C2C(=C1)N1C=NC=C1)Cl)Cl